N-((S)-pyrrolidin-3-yl)propanamide N1C[C@H](CC1)NC(CC)=O